isoselenazolo[5,4-c]pyridin-3(2H)-one [Se]1NC(C=2C1=CN=CC2)=O